The molecule is a 32-membered heterodetic cyclic peptide comprising the sequence Cys-Ser-Asn-Leu-Ser-Thr-Cys-Val-Leu-Gly-Lys-Leu-Ser-Gln-Glu-Leu-His-Lys-Leu-Gln-Thr-Tyr-Pro-Arg-Thr-Asn-Thr-Gly-Ser-Gly-Thr-Pro-NH2 cyclised by a disulfide bridge between the two Cys residues at positions 1 and 7. It has a role as a metabolite and a bone density conservation agent. It is a heterodetic cyclic peptide, a polypeptide and a peptide hormone. C[C@H]([C@H]1C(=O)N[C@@H](CSSC[C@@H](C(=O)N[C@H](C(=O)N[C@H](C(=O)N[C@H](C(=O)N[C@H](C(=O)N1)CO)CC(C)C)CC(=O)N)CO)N)C(=O)N[C@@H](C(C)C)C(=O)N[C@@H](CC(C)C)C(=O)NCC(=O)N[C@@H](CCCCN)C(=O)N[C@@H](CC(C)C)C(=O)N[C@@H](CO)C(=O)N[C@@H](CCC(=O)N)C(=O)N[C@@H](CCC(=O)O)C(=O)N[C@@H](CC(C)C)C(=O)N[C@@H](CC2=CN=CN2)C(=O)N[C@@H](CCCCN)C(=O)N[C@@H](CC(C)C)C(=O)N[C@@H](CCC(=O)N)C(=O)N[C@@H]([C@@H](C)O)C(=O)N[C@@H](CC3=CC=C(C=C3)O)C(=O)N4CCC[C@H]4C(=O)N[C@@H](CCCNC(=N)N)C(=O)N[C@@H]([C@@H](C)O)C(=O)N[C@@H](CC(=O)N)C(=O)N[C@@H]([C@@H](C)O)C(=O)NCC(=O)N[C@@H](CO)C(=O)NCC(=O)N[C@@H]([C@@H](C)O)C(=O)N5CCC[C@H]5C(=O)N)O